C(C)OC(=O)[C@@H]1CC[C@H](CC1)OCC1=C(C=CC=C1)Cl trans-4-[(2-chlorobenzyl)oxy]cyclohexane-1-carboxylic acid ethyl ester